(S)-N-(3-(6-(6-aminopyridin-3-yl)benzo[d]oxazol-2-yl)-1-((1-cyanocyclopropyl)amino)-1-oxopropan-2-yl)-3-(tert-butyl)-1-cyclopropyl-1H-pyrazole-5-carboxamide NC1=CC=C(C=N1)C1=CC2=C(N=C(O2)C[C@@H](C(=O)NC2(CC2)C#N)NC(=O)C2=CC(=NN2C2CC2)C(C)(C)C)C=C1